5-(1-aminoethyl)-3-(isoindolin-2-yl)-7-methylquinoxaline-2-carbonitrile NC(C)C1=C2N=C(C(=NC2=CC(=C1)C)C#N)N1CC2=CC=CC=C2C1